CN1C=C(C=2C1=NC=C(C2)NC(C=C)=O)C#CC2=NC=C(C=N2)C(F)(F)F N-(1-Methyl-3-((5-(trifluoromethyl)pyrimidin-2-yl)ethynyl)-1H-pyrrolo[2,3-b]pyridin-5-yl)acrylamide